C(C1=CC=CC=C1)(=O)C=1N2CC[C@@H](C2=CC1)C(=O)O (S)-5-benzoyl-2,3-dihydro-1H-pyrrolizine-1-carboxylic acid